2-((((9H-fluoren-9-yl)methoxy)carbonyl)amino)-6-aminocaproic acid C1=CC=CC=2C3=CC=CC=C3C(C12)COC(=O)NC(C(=O)O)CCCCN